ClC1=CC=C(C=C1)C(\C=C\N(C)C)=O (E)-1-(4-chlorophenyl)-3-(dimethylamino)prop-2-en-1-one